C(C)(C)(C)OC(=O)N1C(CN(CC1)C(C1=C(C=C(C=C1)F)Cl)=O)C 4-(2-chloro-4-fluoro-benzoyl)-2-methyl-piperazine-1-carboxylic acid tert-butyl ester